O1[C@H](CCC1)C(=O)O (R)-Tetrahydrofuran-2-carboxylic acid